2-chloro-N-(3-((4-((1-cyclohexyl-3,3-difluoropiperidin-4-yl)amino)-6,7-dimethoxyquinazolin-2-yl)(methyl)amino)propyl)acetamide ClCC(=O)NCCCN(C)C1=NC2=CC(=C(C=C2C(=N1)NC1C(CN(CC1)C1CCCCC1)(F)F)OC)OC